(4R)-4-benzyl-2-[1-[(4R)-4-benzyl-4,5-dihydrooxazol-2-yl]-1-methyl-ethyl]-4,5-dihydrooxazole C(C1=CC=CC=C1)[C@H]1N=C(OC1)C(C)(C)C=1OC[C@H](N1)CC1=CC=CC=C1